N-[2-(4-formylcyclohexyl)-6-[(1R,4R)-2-oxa-5-azabicyclo[2.2.1]Hept-5-yl]-1-Oxo-isoindolin-5-yl]-6-(trifluoromethyl)pyridine-2-carboxamide C(=O)C1CCC(CC1)N1C(C2=CC(=C(C=C2C1)NC(=O)C1=NC(=CC=C1)C(F)(F)F)N1[C@H]2CO[C@@H](C1)C2)=O